Methyl 4-hydroxy-3,5-dichloro-benzoate OC1=C(C=C(C(=O)OC)C=C1Cl)Cl